2-(2-Dimethylamino-ethylamino)-N-(4-methoxy-phenyl)-nicotinamide CN(CCNC1=C(C(=O)NC2=CC=C(C=C2)OC)C=CC=N1)C